C(=O)C=1C=C2C(=C(C(NC2=CC1)=O)C#N)N1CCC2(CC2)CC1 6-formyl-2-oxo-4-(6-azaspiro[2.5]octane-6-yl)-1,2-dihydroquinoline-3-carbonitrile